(2S,4S)-1-(tert-butoxycarbonyl)-4-cyanopyrrolidine-2-carboxylic acid C(C)(C)(C)OC(=O)N1[C@@H](C[C@@H](C1)C#N)C(=O)O